N(C1=CC=CC=C1)C1=CC(=CN=N1)NC(CC1=C(C=CC=C1)Cl)=O N-(6-anilinopyridazin-4-yl)-2-(2-chlorophenyl)acetamide